N(=[N+]=[N-])C(C1=CC(=C(C(=O)OC)C=C1)C1=CC=CC=C1)N=[N+]=[N-] methyl 4-bisazidomethyl-2-phenylbenzoate